C1N(CCC2=CC=CC=C12)CC(CNC1=NNC2=C1N=CN=C2O)O 3-((3-(3,4-dihydroisoquinolin-2(1H)-yl)-2-hydroxypropyl)amino)-1H-pyrazolo[4,3-d]Pyrimidin-7-ol